OC(C)(C)C1=CC=CC(=N1)NC=1C2=C(N=C(N1)NC1CCC(CC1)O)SC=C2C (1r,4r)-4-((4-((6-(2-hydroxypropan-2-yl)pyridin-2-yl)amino)-5-methylthieno[2,3-d]pyrimidine-2-yl)amino)cyclohexan-1-ol